4-(((Tetrahydro-2H-pyran-4-yl)oxy)methyl)benzo[cd]indol-2(1H)-one O1CCC(CC1)OCC=1C=C2C3=C(C(NC3=CC=C2)=O)C1